6-[4-[5-bromo-2-[4-(hydroxymethyl)cyclohexyl]indazol-6-yl]oxybutoxy]pyridine-2-carboxylic acid BrC1=CC2=CN(N=C2C=C1OCCCCOC1=CC=CC(=N1)C(=O)O)C1CCC(CC1)CO